4-[2-(4-methylaminophenyl)-2,8-diazaspiro[4.5]decan-8-yl]-1-methyl-2-oxo-1,2-dihydroquinoline-3-carbonitrile CNC1=CC=C(C=C1)N1CC2(CC1)CCN(CC2)C2=C(C(N(C1=CC=CC=C21)C)=O)C#N